((4-(8-chloro-7-hydroxy-6-methylquinoxalin-2-yl)-1H-pyrazol-1-yl)methyl)piperidine-1-carboxylic acid tert-butyl ester C(C)(C)(C)OC(=O)N1C(CCCC1)CN1N=CC(=C1)C1=NC2=C(C(=C(C=C2N=C1)C)O)Cl